1-{2-[1-ethyl-6-fluoro-7-(4-methylpiperazin-1-yl)-[1,8]naphthyridin-4(1H)-one-3-yl]-1,3,4-thiadiazol-5-yl}-3-[1-ethyl-6-fluoro-7-chloro-quinolin-4(1H)-one-3-yl]-urea C(C)N1C=C(C(C2=CC(=C(N=C12)N1CCN(CC1)C)F)=O)C=1SC(=NN1)NC(=O)NC1=CN(C2=CC(=C(C=C2C1=O)F)Cl)CC